N-[trans-4-(2-Hydroxy-2-methylpropoxy)cyclohexyl]-4-(7-methyl-1H-pyrrolo[3,2-c]pyridin-4-yl)benzamide OC(CO[C@@H]1CC[C@H](CC1)NC(C1=CC=C(C=C1)C1=NC=C(C2=C1C=CN2)C)=O)(C)C